O1CCC(CC1)C=1C=C2CCCC(C2=CC1)CNC=1C=NC=CC1C(=O)O 3-({[6-(Oxacyclohex-4-yl)-1,2,3,4-tetrahydronaphthalen-1-yl]methyl}amino)pyridine-4-carboxylic acid